dimethyl-[(3R)-3-[4-(6-oxo-1H-pyridin-3-yl)phenyl]-3-[[(6S)-6-tert-butyl-5,6,7,8-tetrahydrothieno[2,3-b]quinoline-2-carbonyl]amino]propyl]ammonium C[NH+](CC[C@@H](NC(=O)C1=CC=2C(=NC=3CC[C@@H](CC3C2)C(C)(C)C)S1)C1=CC=C(C=C1)C1=CNC(C=C1)=O)C